1-methyl-4-butylbenzene CC1=CC=C(C=C1)CCCC